BrCCCCCCC(=O)NC=1N=CC2=C(N=CC(=C2C1)C=1OC2=C(N1)C=C(C=C2)O)NC 7-bromo-N-[5-(5-hydroxy-1,3-benzoxazol-2-yl)-8-(methylamino)-2,7-naphthyridin-3-yl]heptanamide